2,5-di-tertbutyl-1,4-dimethoxybenzene C(C)(C)(C)C1=C(C=C(C(=C1)OC)C(C)(C)C)OC